tert-Butyl 6-chloro-3-[[(1R)-1-[2-(3-cyano-5-fluoro-phenyl)-3,6-dimethyl-4-oxo-chromen-8-yl]ethyl]amino]pyridine-2-carboxylate ClC1=CC=C(C(=N1)C(=O)OC(C)(C)C)N[C@H](C)C=1C=C(C=C2C(C(=C(OC12)C1=CC(=CC(=C1)F)C#N)C)=O)C